C(C1=CC=CC=C1)OC(=O)N[C@H]1[C@@H](CCCC1)C(=O)O (1R,2R)-2-(benzyloxycarbonylamino)cyclohexanecarboxylic acid